BrC=1C(=NN(C1C(=O)O)C)C 4-bromo-1,3-dimethyl-1H-pyrazole-5-carboxylic acid